N-[3-[5-(5-chloropyrazin-2-yl)thiazol-2-yl]-1-bicyclo[1.1.1]pentyl]-5-(1-methanesulfonylcyclopropyl)furan-2-carboxamide ClC=1N=CC(=NC1)C1=CN=C(S1)C12CC(C1)(C2)NC(=O)C=2OC(=CC2)C2(CC2)S(=O)(=O)C